ethyl (2S)-2-(((2S,5R)-2-((((S)-4,4-difluoropyrrolidin-2-yl)methoxy)carbamoyl)-3-methyl-7-oxo-1,6-diazabicyclo[3.2.1]oct-3-en-6-yl)oxy)-2-fluoroacetate TFA salt OC(=O)C(F)(F)F.FC1(C[C@H](NC1)CONC(=O)[C@H]1N2C(N([C@H](C=C1C)C2)O[C@H](C(=O)OCC)F)=O)F